1-[3-[[2-Fluoro-4-(trifluoromethyl)phenyl]methoxy]azetidine-1-carbonyl]pyrrolidine-3-carboxamide FC1=C(C=CC(=C1)C(F)(F)F)COC1CN(C1)C(=O)N1CC(CC1)C(=O)N